L-4-hydroxypiperidinol oxygen [O].OC1CCN(CC1)O